6'-(9H-carbazol-9-yl)-3''-(9,9-dimethyl-acridin-10(9H)-yl)-4'-(3-(9,9-dimethylacridin-10(9H)-yl)phenyl)-5'-phenyl-[1,1':2',1''-terphenyl]-3'-carbonitrile C1=CC=CC=2C3=CC=CC=C3N(C12)C1=C(C(=C(C(=C1C1=CC=CC=C1)C1=CC(=CC=C1)N1C=2C=CC=CC2C(C2=CC=CC=C12)(C)C)C#N)C1=CC(=CC=C1)N1C=2C=CC=CC2C(C2=CC=CC=C12)(C)C)C1=CC=CC=C1